tert-butyl 3-(4-(tert-butyl)phenyl)azetidine-1-carboxylate C(C)(C)(C)C1=CC=C(C=C1)C1CN(C1)C(=O)OC(C)(C)C